OC1(C(=O)O)CC=C(C=C1)O para-dihydroxybenzoic acid